BrC=1C=C(C=CC1)N1C(N=C2C(C1=O)=CC=CN2CC2=CN=C(S2)Cl)=O 3-(3-bromophenyl)-8-((2-chlorothiazol-5-yl)methyl)pyrido[2,3-d]pyrimidine-2,4(3H,8H)-dione